2-(4-(3-(1-(5-ethylpyrimidin-2-yl)piperidin-4-yl)propoxy)-2,6-difluorophenyl)-5-methyl-1,3,4-oxadiazole C(C)C=1C=NC(=NC1)N1CCC(CC1)CCCOC1=CC(=C(C(=C1)F)C=1OC(=NN1)C)F